3-(4-(2,5-diazabicyclo[2.2.1]heptan-2-yl)phenyl)piperidine-2,6-dione hydrochloride Cl.C12N(CC(NC1)C2)C2=CC=C(C=C2)C2C(NC(CC2)=O)=O